C1(CCCC1)C=1C(=CC(=NC1)CO)C(F)(F)F (5-cyclopentyl-4-(trifluoromethyl)pyridin-2-yl)methanol